C(C1=CC=CC=C1)N1CC2C(C1)(CN(C2)C(=O)[O-])C 5-benzyl-3a-methylhexahydropyrrolo[3,4-c]pyrrole-2(1H)-carboxylate